FC1(CN(CC1)C1=CC=C(C=N1)CN)F (6-(3,3-Difluoropyrrolidin-1-yl)pyridin-3-yl)methanamine